tert-butyl 4-(3-(4-bromo-3-methylphenoxy)butyl)piperidine-1-carboxylate BrC1=C(C=C(OC(CCC2CCN(CC2)C(=O)OC(C)(C)C)C)C=C1)C